ethyl 5-(2-methyl-1-(((trifluoromethyl)sulfonyl)oxy)propan-2-yl)-1,2,4-oxadiazole-3-carboxylate CC(COS(=O)(=O)C(F)(F)F)(C)C1=NC(=NO1)C(=O)OCC